CN1N=C2C=CC(=CC2=C1C(=O)N[C@@H](C(=O)N)C)OCC1=C(N=CS1)C (2R)-2-({2-methyl-5-[(4-methyl-1,3-thiazol-5-yl)methoxy]-2H-indazol-3-yl}formamido)propanamide